ClC1=C(CN2C=CC3=C(C=C(C=C23)C2=CN(C3=C(N=CC=C32)O)C)NS(=O)(=O)CC)C=CC=C1Cl N-(1-(2,3-dichlorobenzyl)-6-(7-hydroxy-1-methyl-1H-pyrrolo[2,3-c]pyridin-3-yl)-1H-indol-4-yl)ethanesulfonamide